CC1=CC2=C(OC3(C=NS2(=O)=O)CCOCC3)N=C1OCCN1CCCCC1 8'-methyl-1',1'-dioxido-7'-(2-(piperidine-1-yl)-ethoxy)2,3,5,6-tetrahydrospiro[pyran-4,4'-pyrido[2,3-b][1,4,5]oxathiazepin]